methyl (4-(4-(4-cyanophenyl)-1-(piperidin-4-ylmethyl)-1H-pyrrolo[2,3-c]pyridin-5-yl)phenyl)carbamate C(#N)C1=CC=C(C=C1)C1=C2C(=CN=C1C1=CC=C(C=C1)NC(OC)=O)N(C=C2)CC2CCNCC2